6-((1-(tert-butyl)-3-((1s,4s)-4-((tert-butyldiphenylsilyl)oxy)cyclohexyl)-1H-pyrazol-5-yl)amino)-2-(4-methoxybenzyl)-2,3-dihydrobenzo[d]isothiazole 1,1-dioxide C(C)(C)(C)N1N=C(C=C1NC1=CC2=C(CN(S2(=O)=O)CC2=CC=C(C=C2)OC)C=C1)C1CCC(CC1)O[Si](C1=CC=CC=C1)(C1=CC=CC=C1)C(C)(C)C